FC=1C=NC=CC1CCN 2-(3-fluoropyridin-4-yl)ethan-1-amine